COC1=CC2=C(C3=C(COC3=O)C=C2C=C1OC)C=1C=CC(=NC1)N(C(=O)N1CCOCC1)C N-(5-(6,7-dimethoxy-3-oxo-1,3-dihydronaphtho[2,3-c]furan-4-yl)pyridin-2-yl)-N-methylmorpholin-4-carboxamide